(R)-N-(4-bromobenzyl)-4-(2-(4-(trifluoromethyl)phenyl)-2H-pyrazolo[3,4-d]pyrimidin-4-yl)piperazine-2-carboxamide BrC1=CC=C(CNC(=O)[C@@H]2NCCN(C2)C=2C=3C(N=CN2)=NN(C3)C3=CC=C(C=C3)C(F)(F)F)C=C1